N-[3-(4-amino-7-methyl-7H-pyrrolo[2,3-d]pyrimidin-5-yl)-2-fluoro-phenyl]-4-isopropoxy-3-methyl-benzenesulfonamide NC=1C2=C(N=CN1)N(C=C2C=2C(=C(C=CC2)NS(=O)(=O)C2=CC(=C(C=C2)OC(C)C)C)F)C